3-methoxy-4-({4-[({6-methyl-2-[methyl(methylsulfonyl)-amino]pyridin-3-yl}methyl)amino]-5-(trifluoromethyl)pyrimidin-2-yl}amino)benzamide COC=1C=C(C(=O)N)C=CC1NC1=NC=C(C(=N1)NCC=1C(=NC(=CC1)C)N(S(=O)(=O)C)C)C(F)(F)F